BrC1=CC=C(C=N1)[C@H]1C[C@H]2N([C@@H](CN(C2)C2=C3C=CC=NC3=C(C=C2)C#N)C)CC1 5-((4R,8R,9aR)-8-(6-bromopyridin-3-yl)-4-methyloctahydro-2H-pyrido[1,2-a]pyrazin-2-yl)quinoline-8-carbonitrile